7,8-dihydroxy-4-phenylcoumarin OC1=CC=C2C(=CC(OC2=C1O)=O)C1=CC=CC=C1